FC1=C(SC(=C1)C(C)(C)O)[S@](=O)(N)=NC(NC1=C2C(=NC3=C1CCC3)C3(CC2)CC3)=O |o1:10| (S) or (R)-3-fluoro-5-(2-hydroxypropan-2-yl)-N'-((1',5',6',7'-tetrahydro-2'H-spiro[cyclopropane-1,3'-dicyclopenta[b,e]pyridin]-8'-yl)carbamoyl)thiophene-2-sulfonimidamide